(2,2,2-trifluoroethyl) (perfluoro-n-butyl) disulfide FC(C(C(C(F)(F)F)(F)F)(F)F)(F)SSCC(F)(F)F